ClC1=C(C(=O)C=2C=C3C(=CNC3=CC2)C2CCNCC2)C=CC=C1 5-(2-chlorobenzoyl)-3-(piperidin-4-yl)-1H-indole